4-((4-methylpiperazine-1-yl)methyl)benzoic acid CN1CCN(CC1)CC1=CC=C(C(=O)O)C=C1